(Z)-2-((dimethylamino)methylene)-6-methoxy-3,4-dihydronaphthalen-1(2H)-one CN(C)\C=C\1/C(C2=CC=C(C=C2CC1)OC)=O